C1=CC=CC=2C3=CC=CC=C3N(C12)CCP(O)(O)=O 2-(9H-carbazol-9-yl)ethyl-phosphonic acid